C(C1=CC=CC=C1)N(CCC(=O)O)C=1SC(=C(N1)C1=CC=C(C=C1)C1=CC=C(C=C1)F)CC(C)C 3-(benzyl-(4-(4'-fluorobiphenyl-4-yl)-5-isobutylthiazol-2-yl)amino)propanoic acid